6-butyl-5-(2,6-dimethoxyphenyl)-3-[4-(6-fluoro-1,2-benzooxazol-3-yl)piperidine-1-carbonyl]pyridine-2,4-diol C(CCC)C1=C(C(=C(C(=N1)O)C(=O)N1CCC(CC1)C1=NOC2=C1C=CC(=C2)F)O)C2=C(C=CC=C2OC)OC